CNC1C2CN(C1C2)C2=C1C=CN=NC1=C(C=C2)C(=O)N 5-[5-(methylamino)-2-azabicyclo[2.1.1]Hexane-2-yl]Cinnoline-8-carboxamide